N1=CC=C(C=C1)N[C@@H](C)C(=O)O (4-pyridyl)-L-alanine